(S)-tert-butyl ((7,8-dihydro-2H-1,6,9-trioxa-9a-borabenzo[cd]azulen-2-yl)methyl)carbamate O1[C@@H](C2=C3C(OCCOB13)=CC=C2)CNC(OC(C)(C)C)=O